rac-(3ar,5r,7ar)-5-(3-chloro-2-methylphenyl)-1,3,3,5,7-pentamethyloctahydrobenzo[c]isoxazole ClC=1C(=C(C=CC1)[C@]1(C[C@@H]2[C@H](N(OC2(C)C)C)C(C1)C)C)C |r|